CC1=NC(=NN1C1=CC=C(C=C1)CC1=CC=C(C=C1)C#CC1CCNCC1)C(=O)N 5-methyl-1-(4-(4-(piperidin-4-ylethynyl)benzyl)phenyl)-1H-1,2,4-triazole-3-carboxamide